4-(7-(5-chloro-2-oxopyridin-1(2H)-yl)-6-nitroquinazolin-4-yl)piperazine-1-carboxylate ClC=1C=CC(N(C1)C1=C(C=C2C(=NC=NC2=C1)N1CCN(CC1)C(=O)[O-])[N+](=O)[O-])=O